3-cyclohexylaminopropyl-trimethoxysilane Tert-butyl-2-chloro-7,8-dihydro-1,6-naphthyridine-6(5H)-carboxylate C(C)(C)(C)OC(=O)N1CC=2C=CC(=NC2CC1)Cl.C1(CCCCC1)NCCC[Si](OC)(OC)OC